NC=1SCC2(N1)CCOC1=CC=C(C=C12)NC(C1=NC=C(C=C1Cl)C)=O N-(2'-amino-5'H-spiro[chromane-4,4'-thiazol]-6-yl)-3-chloro-5-methyl-picolinamide